5-fluoro-N6-norborna-2-yl-1H-pyrazolo[3,4-b]pyridine-3,6-diamine FC=1C=C2C(=NC1NC1C3CCC(C1)C3)NN=C2N